1-(4-(2-(3,4-dimethoxyphenyl)-3-isopropyl-1H-indol-5-yl)piperidin-1-yl)ethan-1-one COC=1C=C(C=CC1OC)C=1NC2=CC=C(C=C2C1C(C)C)C1CCN(CC1)C(C)=O